C(C(C)C)N1CC2=C(CC1)NN=C2C(=O)N2CCC(CC2)C2=C(C=CC=C2)C(F)(F)F (5-Isobutyl-4,5,6,7-tetrahydro-1H-pyrazolo[4,3-c]pyridin-3-yl)(4-(2-(trifluoromethyl)phenyl)piperidin-1-yl)methanone